FC1(CCC(CC1)N[C@H]1[C@H](CCCC1)OC=1C=C2CN(C(C2=CC1)=O)C1C(NC(CC1)=O)=O)F 3-(5-(((1S,2R)-2-((4,4-difluorocyclohexyl)amino)cyclohexyl)oxy)-1-oxoisoindolin-2-yl)piperidine-2,6-dione